methyl 4-bromo-2-(difluoromethyl)-3-fluorobenzoate BrC1=C(C(=C(C(=O)OC)C=C1)C(F)F)F